ClC=1C=C(C=CC1F)NC(N(CC(C)C)C(C)C1=NN(C(C2=CC(=C(C=C12)F)F)=O)C)=O 3-(3-chloro-4-fluorophenyl)-1-(1-(6,7-difluoro-3-methyl-4-oxo-3,4-dihydrophthalazin-1-yl)ethyl)-1-isobutylurea